(S)-2,5-diamino-1-(4-(3-isopropyl-2-(2-methylpyridin-4-yl)-1H-indol-5-yl)piperidin-1-yl)pentan-1-one N[C@H](C(=O)N1CCC(CC1)C=1C=C2C(=C(NC2=CC1)C1=CC(=NC=C1)C)C(C)C)CCCN